C1C(CC2=CC=CC=C12)OC(CC#N)C 3-indan-2-yloxy-butanenitrile